2-(((tert-Butoxycarbonyl)amino)ethyl)-5-chloro-1H-indole-1-carboxylic acid tert-butyl ester C(C)(C)(C)OC(=O)N1C(=CC2=CC(=CC=C12)Cl)CCNC(=O)OC(C)(C)C